CN([C@@H](CO)C(=O)O)C(=O)C=1N=C(SC1)C1=CC=C(C=C1)NC(=O)OC(C)(C)C methyl-(2-(4-((tert-butoxycarbonyl)amino)phenyl)thiazole-4-carbonyl)serine